1-((4-bromo-3-chlorophenyl)sulfonyl)-3-(methylsulfonyl)azetidine BrC1=C(C=C(C=C1)S(=O)(=O)N1CC(C1)S(=O)(=O)C)Cl